C(C)C1C(=CC2=CC=CC=C12)[Zr](C)(C)C=1C(C2=CC=CC=C2C1)CC bis(1-ethyl-indenyl)dimethyl-zirconium